C1(CCC1)NC1=CC2=C(OCO2)C=C1I N-cyclobutyl-6-iodobenzo[d][1,3]dioxol-5-amine